2-methyl-2-Butene CC(C)=CC